OCC(O)CO (R)-Glycerol